N(N)C(CCNC(OC(C)(C)C)=O)=O tert-Butyl 3-hydrazinyl-3-oxopropylcarbamate